CC=1C(=NC=C(C1)CC1=CC(=CC=C1)F)N methyl-5-(3-fluorobenzyl)pyridin-2-amine